tert-butyl N-(5-{4-[(cis)-4-(4-fluoro-1H-indol-1-yl)cyclohexyl]piperazin-1-yl}pyridazin-3-yl)carbamate FC1=C2C=CN(C2=CC=C1)[C@H]1CC[C@H](CC1)N1CCN(CC1)C=1C=C(N=NC1)NC(OC(C)(C)C)=O